2-[(4-{6-[(4-cyano-2-fluorobenzyl)oxy]pyridin-2-yl}piperidin-1-yl)methyl]-1-(1,3-oxazol-2-ylmethyl)-1H-benzimidazole-6-carboxylic acid C(#N)C1=CC(=C(COC2=CC=CC(=N2)C2CCN(CC2)CC2=NC3=C(N2CC=2OC=CN2)C=C(C=C3)C(=O)O)C=C1)F